5'-O-(4-Trimethylsilylethynyl-4',4''-dimethylthiotrityl)-thymidine C[Si](C)(C)C#CC1=CC=C(C(C2=CC=C(C=C2)SC)(C2=CC=C(C=C2)SC)OC[C@@H]2[C@H](C[C@@H](O2)N2C(=O)NC(=O)C(C)=C2)O)C=C1